[Al+3].C1(=CC=CC=C1)C1=CC=C(C=C1)O 4-phenyl-phenol aluminum (III)